N'-benzyl-N'-[(5-fluoro-2-pyridyl)methyl]oxamide C(C1=CC=CC=C1)N(C(C(N)=O)=O)CC1=NC=C(C=C1)F